3,6-dimethoxypyridazine-4-carboxylic acid COC=1N=NC(=CC1C(=O)O)OC